vinyl-tri(beta-allylmethoxyethoxy)silane C(=C)[Si](OCCOCC(C)=C)(OCCOCC(C)=C)OCCOCC(C)=C